NC=1NC(C=2N=CN(C2N1)[C@@H]1C([C@@H]([C@H](C1)O)CO[Si](C)(C)C(C)(C)C)=C)=O 2-amino-9-((1S,3R,4S)-3-(((tert-butyldimethylsilyl)oxy)methyl)-4-hydroxy-2-methylenecyclopentyl)-1H-purin-6(9H)-one